FC(C1=C(C=CC(=C1)C(F)(F)F)CN1C(C2=NN(C(=C2C1)C1=CC(=C(C=C1F)NC(=O)NC(OC)=O)F)C1=C(C=CC=C1CC)CC)(C)C)(F)F methyl N-((4-(5-((2,4-bis(trifluoromethyl)phenyl)methyl)-2-(2,6-diethylphenyl)-6,6-dimethyl-4H-pyrrolo[3,4-c]pyrazol-3-yl)-2,5-difluorophenyl)carbamoyl)carbamate